amino-3-ethyl-5-((2-(1-(3-hydroxypropyl)-1H-pyrazol-3-yl)ethyl)amino)-2-methylpyrazolo[1,5-a]pyrimidine-6-carbonitrile NC1=C(C(=NC=2N1N=C(C2CC)C)NCCC2=NN(C=C2)CCCO)C#N